C1=NC=C(C2=CC=CC=C12)C1=CC=C(C=C1)C=1C=NN(C1)CC(=O)OC(C)(C)C tert-butyl 2-(4-(4-(isoquinolin-4-yl)phenyl)-1H-pyrazol-1-yl)acetate